N-(5-((6-((S)-3-benzylisoxazolidine-2-yl)pyrimidine-4-yl)amino)-2-((2-(dimethylamino)ethyl)(methyl)-amino)-4-methoxyphenyl)acrylamide C(C1=CC=CC=C1)[C@@H]1N(OCC1)C1=CC(=NC=N1)NC=1C(=CC(=C(C1)NC(C=C)=O)N(C)CCN(C)C)OC